[2-(4-Methoxy-2-methyl-indol-1-yl)-ethyl]-{6-[4-(2H-pyrazol-3-yl)-phenyl]-pyrimidin-4-yl}-amine COC1=C2C=C(N(C2=CC=C1)CCNC1=NC=NC(=C1)C1=CC=C(C=C1)C=1NN=CC1)C